1,3,5-tris(4-s-butyl-3-hydroxy-2,6-dimethylbenzyl)-1,3,5-Triazine-2,4,6(1H,3H,5H)-trione C(C)(CC)C1=C(C(=C(CN2C(N(C(N(C2=O)CC2=C(C(=C(C=C2C)C(C)CC)O)C)=O)CC2=C(C(=C(C=C2C)C(C)CC)O)C)=O)C(=C1)C)C)O